CN1C(C(=CC2=C1N=CN=C2)O[C@@H]2COCC2)=O 8-methyl-6-(((S)-tetrahydrofurane-3-yl)oxy)pyrido[2,3-d]pyrimidin-7(8H)-one